N[C@H]1CN(CCC1)C1=C2C(=NC=C1Br)NC=C2NC(=O)C2CC2 (R)-N-(4-(3-aminopiperidin-1-yl)-5-bromo-1H-pyrrolo[2,3-b]pyridin-3-yl)cyclopropanecarboxamide